(E)-3-(4-Ethoxy-3-methoxyphenyl)-1-(4-hydroxyphenyl)prop-2-en-1-one C(C)OC1=C(C=C(C=C1)/C=C/C(=O)C1=CC=C(C=C1)O)OC